FC=1C=CN2C(=NN=C(C21)C2=C(C=C(C=C2)C(F)(F)F)O)N[C@H]2C[C@H](CCC2)O 2-(8-fluoro-4-{[(1R,3S)-3-hydroxycyclohexyl]amino}pyrrolo[1,2-d][1,2,4]triazin-1-yl)-5-(trifluoromethyl)phenol